CC(CC=O)CC(=CC)C 3,5-dimethylhept-5-enal